β-glycidoxypropyl-methyldimethoxysilane C(C1CO1)OC(C[Si](OC)(OC)C)C